3-(6-nitro-2H-benzo[b][1,4]oxazine-4(3H)-yl)propionic acid [N+](=O)([O-])C1=CC2=C(OCCN2CCC(=O)O)C=C1